bis(acetonitrile) palladium (II) (p-toluenesulfonate) CC1=CC=C(C=C1)S(=O)(=O)[O-].[Pd+2].C(C)#N.C(C)#N.CC1=CC=C(C=C1)S(=O)(=O)[O-]